C(C)C1=C(NC2=CC=C(C=C12)C1CCN(CC1)C1CCN(CC1)C(C)C)C1=C2C(=NC=C1)NC=C2 4-(3-ethyl-5-(1'-isopropyl-[1,4'-bipiperidin]-4-yl)-1H-indol-2-yl)-1H-pyrrolo[2,3-b]pyridine